(E)-5,6-difluoro-1-isopropyl-2-styryl-1H-benzimidazole FC1=CC2=C(N(C(=N2)\C=C\C2=CC=CC=C2)C(C)C)C=C1F